3',4',5,7,8-pentamethoxyflavone COC=1C=C(C=2OC3=C(C(=CC(=C3C(C2)=O)OC)OC)OC)C=CC1OC